[Fe].[B].[Fe].[Co] cobalt-iron-boron iron